5-(2-(cyclohexylamino)-6-fluoro-4-methoxypyrrolo[2,1-f][1,2,4]triazin-5-yl)-N-methylpyrazolo[1,5-a]pyridine-3-carboxamide C1(CCCCC1)NC1=NN2C(C(=N1)OC)=C(C(=C2)F)C2=CC=1N(C=C2)N=CC1C(=O)NC